NC1=C(C=C(C(=N1)C(=O)OC)Br)F methyl 6-amino-3-bromo-5-fluoropicolinate